C(CCCCCCCCC)OC(=O)OC=1C2=CC=CC=C2C(=C2C=CC=CC12)OC(=O)OCCCCCCCCCC 9,10-bis(n-decyloxycarbonyloxy)anthracene